2-bromo-1-(3-methoxy-5-(trifluoromethyl)pyridin-2-yl)propane-1-one BrC(C(=O)C1=NC=C(C=C1OC)C(F)(F)F)C